(quinolin-8-yl)acetamide N1=CC=CC2=CC=CC(=C12)CC(=O)N